(3R,5R)-3-[4-[(Z)-dimethylaminomethyleneamino]-2-oxo-3-(4-phenoxyphenyl)imidazo[4,5-c]Pyridin-1-yl]-5-(4-nitrobenzoyl)oxy-piperidine-1-carboxylic acid tert-butyl ester C(C)(C)(C)OC(=O)N1C[C@@H](C[C@H](C1)OC(C1=CC=C(C=C1)[N+](=O)[O-])=O)N1C(N(C=2C(=NC=CC21)\N=C/N(C)C)C2=CC=C(C=C2)OC2=CC=CC=C2)=O